C(C)(C)(C)C=1C=C(C=C(C1O)C(C)(C)C)CCC(=O)OCC [3-(3,5-di-tertiary butyl-4-hydroxyphenyl)propionyloxymethyl]methane